BrC=1C=CC(=C(C1)C1=C(C=CC=C1)Cl)S(=O)(=O)N1CCC(CC1)(C(=O)N[C@H](C)\C=C/S(=O)(=O)CCCCCN1CCNCC1)F (R,Z)-1-((5-Bromo-2'-chloro-[1,1'-biphenyl]-2-yl)sulfonyl)-4-fluoro-N-(4-((5-(piperazin-1-yl)pentyl)sulfonyl)but-3-en-2-yl)piperidine-4-carboxamide